CC=1N=C(NC1C)C1=NC=CC(=C1)C=1C=NC=C(C1)C(=O)N1CC(CCC1)C1=CC=CC=C1 2'-(4,5-Dimethyl-1H-imidazol-2-yl)-5-[(3-phenylpiperidin-1-yl)carbonyl]-3,4'-bipyridin